COC=1C=C(C=C(C1CC1=CC=C(C=C1)C=C)OC)C=1C2=C(C(N(C1)C)=O)N(N=C2)CC2=CC=C(C=C2)OC 4-(3,5-dimethoxy-4-(4-vinylbenzyl)phenyl)-1-(4-methoxybenzyl)-6-methyl-1,6-dihydro-7H-pyrazolo[3,4-c]pyridin-7-one